2-((6-chlorobenzo[d]thiazol-2-yl)amino)-N-(pyrrolidin-3-yl)isonicotinamide ClC1=CC2=C(N=C(S2)NC=2C=C(C(=O)NC3CNCC3)C=CN2)C=C1